1,3-dimethylol-5,5-dimethyl-hydantoin C(O)N1C(=O)N(C(=O)C1(C)C)CO